N[C@H](C=1N=C2N(N=C(C=C2)CC2(C(NCCC2C)=O)C(=O)OC)C1)C1CCC(CC1)C methyl 3-((2-((S)-amino((1r,4S)-4-methylcyclohexyl)methyl)imidazo[1,2-b]pyridazin-6-yl)methyl)-4-methyl-2-oxopiperidine-3-carboxylate